tetrafluoroethylene-sulfonyl fluoride FC(C(F)(F)F)(S(=O)(=O)F)F